1-(4-(methyl(6-(1-methyl-1H-pyrazol-4-yl)pyrazolo[1,5-a]pyridin-4-yl)amino)hexahydrocyclopenta[c]pyrrol-2(1H)-yl)prop-2-en-1-one CN(C1CCC2CN(CC21)C(C=C)=O)C=2C=1N(C=C(C2)C=2C=NN(C2)C)N=CC1